FC1(OC2=C(O1)C=CC(=C2)/C=C/C(=O)N2CCN(CC2)C(=O)C=2N=NC(=C(C2)C(C)(C)O)OC)F (E)-3-(2,2-difluorobenzo[d][1,3]dioxol-5-yl)-1-(4-(5-(2-hydroxypropan-2-yl)-6-methoxypyridazine-3-carbonyl)piperazin-1-yl)prop-2-en-1-one